(4-indenyl)(2-methyl)piperidine trans-tert-butyl-(S)-4-((5-fluoro-4-(3-(3-hydroxypyrrolidine-1-carbonyl)phenyl)pyrimidin-2-yl)amino)cyclohexane-1-carboxylate C(C)(C)(C)OC(=O)[C@@H]1CC[C@H](CC1)NC1=NC=C(C(=N1)C1=CC(=CC=C1)C(=O)N1C[C@H](CC1)O)F.C1C=CC2=C(C=CC=C12)N1C(CCCC1)C